di(2-propenyl)phosphinic acid 2-propynyl ester C(C#C)OP(=O)(CC=C)CC=C